COC=1C=C2C(=NC=NC2=CC1OCCCN1CCN(CC1)C)C1=CC=C(C=C1)NC(CC=1N=CSC1)=O N-(4-(6-methoxy-7-(3-(4-methylpiperazin-1-yl)propoxy)quinazolin-4-yl)phenyl)-2-(thiazole-4-yl)acetamide